1-(4-(bis(3-methoxyphenyl)methyl)piperazine-1-carbonyl)-1H-benzo[d][1,2,3]triazole-6-carbonitrile COC=1C=C(C=CC1)C(N1CCN(CC1)C(=O)N1N=NC2=C1C=C(C=C2)C#N)C2=CC(=CC=C2)OC